ClC1=NC=CC(=N1)N1CC2=C(C1)CN(C2)C(=O)OC(C)(C)C tert-butyl 5-(2-chloropyrimidin-4-yl)-3,4,5,6-tetrahydropyrrolo[3,4-c]pyrrole-2(1H)-carboxylate